C(#N)CNC(C1=C(C(=CC(=C1)Cl)C)N)=O N-(1-cyanomethyl)-2-amino-5-chloro-3-methylbenzamide